Cl.N[C@@H]1[C@H](C[C@H](C1)OC(F)(F)F)O (1S,2S,4S)-2-Amino-4-(trifluoromethoxy)cyclopentan-1-ol hydrochloride